(dimethylamino)quinoxaline-5-carbonitrile CN(C)C1=NC=2C=CC=C(C2N=C1)C#N